C(C1=CC=CC=C1)OC1=NC=C(C=C1)O 2-(benzyloxy)-5-hydroxypyridine